O1CCN(CC1)C=1C=2N(C=C(N1)C=1C=NC(=NC1)N)C=C(N2)CN2CCNCC2 5-(8-morpholino-2-(piperazin-1-ylmethyl)imidazo[1,2-a]pyrazin-6-yl)pyrimidin-2-amine